(S)-5-bromo-2-(1-cyclopropylethyl)-7-methylisoindolin-1-one BrC=1C=C2CN(C(C2=C(C1)C)=O)[C@@H](C)C1CC1